1-(4-chloro-3-hydroxyphenyl)-2-(1-methyl-butylamino)-1-ethanol ClC1=C(C=C(C=C1)C(CNC(CCC)C)O)O